P(=O)([O-])([O-])[O-].CC1=C(O[La+3]OC2=C(C=C(C=C2)C)C)C=CC(=C1)C bis(2,4-dimethylphenoxy)lanthanum phosphate